(2R,8aS)-2-(2,3-dichloro-6-hydroxyphenyl)-7-[(2-hydroxyethyl)amino]-hexahydro-1H-indolizin-5-one ClC1=C(C(=CC=C1Cl)O)[C@H]1C[C@H]2CC(CC(N2C1)=O)NCCO